1-Methyl-3-(2-(5-oxo-2-((2,4,6-trifluorobenzyl)amino)-5,7-dihydro-6H-pyrrolo[3,4-b]pyridin-6-yl)ethyl)urea CNC(=O)NCCN1CC2=NC(=CC=C2C1=O)NCC1=C(C=C(C=C1F)F)F